ClC1=CC=2C3=C(C(=NC2C(=C1C1=CC(=CC2=CC=CC=C12)O)F)N1CC(C1)N(C)C)N=CN3[C@@H]3CN(C[C@H]3OC)C(C=C)=O 1-((trans)-3-(8-chloro-4-(3-(dimethylamino)azetidin-1-yl)-6-fluoro-7-(3-hydroxy-naphthalen-1-yl)-1H-imidazo[4,5-c]quinolin-1-yl)-4-methoxypyrrolidin-1-yl)prop-2-en-1-one